(R)-[1-(3-chloro-4-methoxy-phenyl)-1H-[1,2,3]triazol-4-yl]-(6-cyclopropyl-imidazo[1,5-a]pyrazin-5-yl)-methanol ClC=1C=C(C=CC1OC)N1N=NC(=C1)[C@H](O)C1=C(N=CC=2N1C=NC2)C2CC2